C1CCN(CC1)C(=O)N PIPERIDINECARBOXAMIDE